Cyclobutanecarboxylic acid {2-chloro-4-[(5-chloro-thiophen-2-ylmethyl)-(methyl)amino]-phenyl}-amide ClC1=C(C=CC(=C1)N(C)CC=1SC(=CC1)Cl)NC(=O)C1CCC1